C1(CC1)S(=O)(=O)NC1=CC(=NC=C1)[C@H](CCN1C[C@H](CC1)F)NC(=O)C=1SC(=CN1)C1=NC(=CN=C1)OCC N-((S)-1-(4-(cyclopropanesulphonylamino)pyridin-2-yl)-3-((S)-3-fluoropyrrolidin-1-yl)propyl)-5-(6-ethoxypyrazin-2-yl)thiazole-2-carboxamide